C(C=C)N1N(C2=NC(=NC=C2C1=O)S(=O)C)C1=CC(=CC=C1)C(C)(C)O 2-allyl-1-(3-(2-hydroxypropan-2-yl)phenyl)-6-(methylsulfinyl)-1H-pyrazolo[3,4-d]pyrimidin-3(2H)-one